1-(4-(2-((1,5-dimethyl-1H-pyrazol-4-yl)amino)pyrimidin-4-yl)phenyl)imidazolidin-2-one CN1N=CC(=C1C)NC1=NC=CC(=N1)C1=CC=C(C=C1)N1C(NCC1)=O